C(C)(C)(C)OC(=O)N1CC2COC3=C(C(N2CC1)=O)C=NC=C3 12-oxo-6a,7,9,10-tetrahydro-12H-pyrazino[2,1-c]Pyrido[3,4-f][1,4]Oxazepine-8(6H)-carboxylic acid tert-butyl ester